tert-Butyl (S)-2-benzyl-4-(3-iodo-1-methyl-1H-pyrazolo[3,4-d]pyrimidin-6-yl)piperazine-1-carboxylate C(C1=CC=CC=C1)[C@@H]1N(CCN(C1)C1=NC=C2C(=N1)N(N=C2I)C)C(=O)OC(C)(C)C